2-[2-[[4-[4-(6-fluoranyl-1,3-benzothiazol-2-yl)phenyl]pyridin-2-yl]-[(2-methylpropan-2-yl) oxycarbonyl]amino]ethoxy]ethyl 4-methylbenzenesulfonate CC1=CC=C(C=C1)S(=O)(=O)OCCOCCN(C(=O)OC(C)(C)C)C1=NC=CC(=C1)C1=CC=C(C=C1)C=1SC2=C(N1)C=CC(=C2)F